CC1=CSC=2N1C(C=CN2)=O 3-methyl-thiazolo[3,2-a]pyrimidin-5-one